1,8-diphenyl-1,8-dihydro-carbazolo[4,3-c]carbazole C1(=CC=CC=C1)C1C=CC=C2C=3C4=C(C=CC3N=C12)C=1C2=CC=CC(C2=NC1C=C4)C4=CC=CC=C4